Cl.N[C@H](C(=O)OCC(F)(F)F)CC1=CC(=CC=C1)Cl 2,2,2-Trifluoroethyl (S)-2-amino-3-(3-chlorophenyl)propanoate hydrochloride